C(=C\CCCCCC)/SCCNC(CCNC([C@@H](C(COP(OP(OC[C@@H]1[C@H]([C@H]([C@@H](O1)N1C=NC=2C(N)=NC=NC12)O)OP(=O)(O)O)(=O)O)(=O)O)(C)C)O)=O)=O trans-octenyl-CoA